The molecule is an unsaturated fatty acyl-CoA that results from the formal condensation of the thiol group of coenzyme A with the carboxy group of (11Z,14Z,17Z)-icosatrienoic acid. It is an unsaturated fatty acyl-CoA and a long-chain fatty acyl-CoA. It derives from an all-cis-icosa-11,14,17-trienoic acid. It is a conjugate acid of an (11Z,14Z,17Z)-icosatrienoyl-CoA(4-). CC/C=C\\C/C=C\\C/C=C\\CCCCCCCCCC(=O)SCCNC(=O)CCNC(=O)[C@@H](C(C)(C)COP(=O)(O)OP(=O)(O)OC[C@@H]1[C@H]([C@H]([C@@H](O1)N2C=NC3=C(N=CN=C32)N)O)OP(=O)(O)O)O